4,7-di-n-butoxynaphthyltetrahydrothiophenium trifluoromethanesulfonate FC(S(=O)(=O)[O-])(F)F.C(CCC)OC1=CC=C(C2=CC(=CC=C12)OCCCC)[S+]1CCCC1